3-methoxy-N-(3-methoxyphenyl)benzamide COC=1C=C(C(=O)NC2=CC(=CC=C2)OC)C=CC1